COC(C1CCN(CC1)C1=NOC(=C1)C(C(=O)OC)C(C)C)OC methyl 2-(3-(4-(dimethoxymethyl) piperidin-1-yl) isoxazol-5-yl)-3-methylbutyrate